C12=CC=CC=C2[C@H](C1)NC([C@@H]1N(CCC1)C(=O)[C@@H]1CN(CCC1)S(=O)(=O)N1CC(C1)C#N)=O N-((7S)-bicyclo[4.2.0]oct-1,3,5-trien-7-yl)-1-(((3S)-1-((3-cyano-1-azetidinyl)sulfonyl)-3-piperidinyl)carbonyl)-D-prolinamide